COC1=C(C=C(C=2OC=3C=C(C=C(C3C(C2)=O)O)O)C=C1)O 4'-O-methylluteolin